2,5-dimethyl-1,6-diaminohexane CC(CN)CCC(CN)C